NC1=C(C(=C(C(=O)O)C=C1)O)OC(C)C 4-amino-2-hydroxy-3-isopropoxybenzoic acid